C(=O)(OC(C)(C)C)N1C=2C(=C3C=4C(=C(C(=CC14)F)C)CC[C@@H]3NC3CNCC3)CN3C(C1C(=CC32)[C@@](C(OC1)=O)(O)CC)=O (1S,9S)-N-Boc-9-Ethyl-5-fluoro-9-hydroxy-4-methyl-1-(pyrrolidin-3-ylamino)-1,2,3,9,12,15-hexahydro-10H,13H-benzo[de]pyrano[3',4':6,7]indolizino[1,2-b]quinoline-10,13-dione